CC1=C(C=2N(C=C1C1=C(C3=NC(=CC=C3N1)N1[C@@H]3CN([C@H](C1)C3)C3CCS(CC3)(=O)=O)C(C)C)N=CN2)C 4-[(1S,4S)-5-(2-{7,8-Dimethyl-[1,2,4]triazolo[1,5-a]pyridin-6-yl}-3-(propan-2-yl)-1H-pyrrolo[3,2-b]pyridin-5-yl)-2,5-diazabicyclo[2.2.1]heptan-2-yl]-1λ6-thian-1,1-dion